COC1=CC=C(C=C1)N1CCC(CC1)N 1-(4-methoxyphenyl)piperidin-4-amine